6-[4-[(S or R)-(4-Fluorophenyl)-(p-tolyl)methyl]piperidine-1-carbonyl]-4H-1,4-benzoxazin-3-one FC1=CC=C(C=C1)[C@@H](C1CCN(CC1)C(=O)C=1C=CC2=C(NC(CO2)=O)C1)C1=CC=C(C=C1)C |o1:7|